tert-butyl (s)-(5-(1-(2-methyl-5-((1-methylazetidin-2-yl)methoxy)benzamido) cyclopropyl)quinolin-7-yl)carbamate CC1=C(C(=O)NC2(CC2)C2=C3C=CC=NC3=CC(=C2)NC(OC(C)(C)C)=O)C=C(C=C1)OC[C@H]1N(CC1)C